ClC=1C=CC2=C(CC(O2)C(=O)NN2CCC(CC2)NC(OC(C)(C)C)=O)C1 tert-butyl (1-(5-chloro-2,3-dihydrobenzofuran-2-carboxamido)piperidin-4-yl)carbamate